2-(1-methyl-7-oxo-3-((5-(trifluoromethyl)pyridin-2-yl)amino)-1,7-dihydro-6H-pyrazolo[4,3-d]pyrimidin-6-yl)acetic acid CN1N=C(C=2N=CN(C(C21)=O)CC(=O)O)NC2=NC=C(C=C2)C(F)(F)F